COC(=O)C1=CC2=C(C(=C(CCC2)B2OC(C(O2)(C)C)(C)C)C2=CC=C(C=C3CN(C3)C(=O)OC(C)(C)C)C=C2)C=C1 tert-butyl 3-(4-(3-(methoxycarbonyl)-8-(4,4,5,5-tetramethyl-1,3,2-dioxaborolan-2-yl)-6,7-dihydro-5H-benzo[7]annulen-9-yl)benzylidene)azetidine-1-carboxylate